N1=C(C=CC=C1)C1=NC(=C2N1C=CC=C2)[Se]C=2N=C(N1C2C=CC=C1)C1=NC=CC=C1 bis[3-(2-pyridyl)imidazo[1,5-a]pyridin-1-yl] selenide